4-(6,6-dimethyl-4-oxo-3-(trifluoromethyl)-4,5,6,7-tetrahydro-1H-indazol-1-yl)-2-(((1r,4r)-4-hydroxycyclohexyl)amino)benzonitrile CC1(CC(C=2C(=NN(C2C1)C1=CC(=C(C#N)C=C1)NC1CCC(CC1)O)C(F)(F)F)=O)C